(1R,2R)-N,N'-dibenzyl-cyclohexanediamine C(C1=CC=CC=C1)NC1(CCCCC1)NCC1=CC=CC=C1